[Br-].C[N+](CCCCCCCCC)(C)C trimethyl-nonylammonium bromide